((1S,6S)-3-methyl-6-(prop-1-en-2-yl)cyclohex-2-enyl)-5-phenethylbenzene-1,3-diol CC1=C[C@@H]([C@H](CC1)C(=C)C)C1=C(C=C(C=C1O)CCC1=CC=CC=C1)O